FC(C1=NC=C(C(=C1NC(/C(=C/C1=CC=C2C=NN(C2=C1F)C1OCCCC1)/F)=O)C)F)F (Z)-N-(2-(difluoromethyl)-5-fluoro-4-methylpyridin-3-yl)-2-fluoro-3-(7-fluoro-1-(tetrahydro-2H-pyran-2-yl)-1H-indazol-6-yl)acrylamide